NC=1C(=NC(=CC1)OC)CN(CCCC1=C(C=CC(=C1)F)NC1=C(C(=O)O)C=C(C=C1)C(F)(F)F)C(=O)OC(C)(C)C 2-((2-(3-(((3-Amino-6-methoxypyridin-2-yl)methyl)(tert-butoxycarbonyl)-amino)propyl)-4-fluorophenyl)amino)-5-(trifluoromethyl)benzoic acid